cobalt bis(ethylenediamine) C(CN)N.C(CN)N.[Co]